C(C=C)(=O)OC=1C=CC=CC1 3-acryloxybenzene